1-oxacyclopentadec-12-en-2-one O1C(CCCCCCCCCC=CCC1)=O